CC=1CC2(CC1C)CCCC(C2CC(=O)O)(C)C.C(=O)O formic acid (2,3,9,9-tetramethylspiro[4.5]dec-2-en-10-yl)acetate